C(N)(OCC=1C=C(C(=CC1)C)C)=O 5-xylylmethyl carbamate